3-(6-(Bromomethyl)pyridazin-3-yl)piperidine-2,6-dione BrCC1=CC=C(N=N1)C1C(NC(CC1)=O)=O